COCC1C(C1)C1=CN(C=2N=CN=C(C21)N[C@H]2CN(CCC2)C(=O)OC(C)(C)C)COCC[Si](C)(C)C tert-butyl (3R)-3-((5-(2-(methoxymethyl)cyclopropyl)-7-((2-(trimethylsilyl)ethoxy)methyl)-7H-pyrrolo[2,3-d]pyrimidin-4-yl)amino)piperidine-1-carboxylate